1-(4-(2,6-dihydroxy-5'-methyl-4-pentyl-2'-(prop-1-en-2-yl)-[1,1'-biphenyl]-3-carbonyl)piperazin-1-yl)ethan-1-one OC1=C(C(=CC(=C1C(=O)N1CCN(CC1)C(C)=O)CCCCC)O)C1=C(C=CC(=C1)C)C(=C)C